BrC1=CC=C(C2=C1N=NN2COCC[Si](C)(C)C)N2C[C@H](N([C@H](C2)C)C(=O)OC(C)(C)C)C tert-butyl (2R,6S)-4-[7-bromo-3-(2-trimethylsilylethoxymethyl)benzotriazol-4-yl]-2,6-dimethyl-piperazine-1-carboxylate